1-((2RS,3R,4SR,5RS)-3,4-dihydroxy-5-(hydroxymethyl)tetrahydrofuran-2-yl)pyrimidin-2(1H)-one O[C@H]1[C@@H](O[C@@H]([C@H]1O)CO)N1C(N=CC=C1)=O |&1:2,4,5|